COC(NS(=O)(=O)C1=C(C=C(C=C1)OCCCC)C1=CC=C(C=C1)CN1C(=NC=C1)C=1SC=CN1)=O Methyl((5-butoxy-4'-((2-(thiazol-2-yl)-1H-imidazol-1-yl) methyl)-[1,1'-biphenyl]-2-yl)sulfonyl)carbamate